C(CCCCC#C)C1CCN(CC1)C(=O)OC(C)(C)C.OC1=C(C=CC=C1)C(=C(C1=CC=CC=C1)C1=CC=CC=C1)C1=CC=CC=C1 hydroxytetraphenyl ethylene tert-butyl 4-(hept-6-yn-1-yl)piperidine-1-carboxylate